1-Bromo-3-(trifluoromethyl)benzene tert-butyl-6-(1H-imidazol-2-yl)-2-azaspiro[3.3]heptane-2-carboxylate C(C)(C)(C)OC(=O)N1CC2(C1)CC(C2)C=2NC=CN2.BrC2=CC(=CC=C2)C(F)(F)F